1-octadecyl-2-(5Z,8Z,11Z,14Z,17Z-eicosapentaenoyl)-glycero-3-phospho-(1'-sn-glycerol) CCCCCCCCCCCCCCCCCCOC[C@H](COP(=O)(O)OC[C@H](CO)O)OC(=O)CCC/C=C\C/C=C\C/C=C\C/C=C\C/C=C\CC